rac-(3S)-6-(4,4-Difluorocyclohexen-1-yl)-3-methyl-2,3,4,5-tetrahydropyridine FC1(CC=C(CC1)C=1CC[C@@H](CN1)C)F |r|